3-(benzyloxy)benzene-1-sulfonyl chloride C(C1=CC=CC=C1)OC=1C=C(C=CC1)S(=O)(=O)Cl